(2S)-methyl 3-((S)-2-oxopyrrolidin-3-yl)-2-(6-azaspiro[3.4]octane-7-carboxamido)propanoate O=C1NCC[C@H]1C[C@@H](C(=O)OC)NC(=O)C1NCC2(CCC2)C1